NC1=CC=2OC[C@H]3N(C2N=C1C#N)CC3 (S)-3-amino-6,6a,7,8-tetrahydroazeto[1,2-d]pyrido[3,2-b][1,4]oxazine-2-carbonitrile